5-(((3R)-3-((3R,7S,10S,13R,17R)-3,7-Dihydroxy-10,13-dimethylhexadecahydro-1H-cyclopenta[a]phenanthren-17-yl)butyl)amino)-5-oxo-2-(phosphonomethyl)pentanoic acid O[C@@H]1CC[C@@]2(C3CC[C@@]4([C@H](CCC4C3[C@H](CC2C1)O)[C@@H](CCNC(CCC(C(=O)O)CP(=O)(O)O)=O)C)C)C